4,6-dimethyl-N2-[rel-(3R)-6-fluoro-3-methyl-7-(2,3,4,7-tetrahydro-1H-azepin-5-yl)-2,3-dihydrobenzofuran-5-yl]pyrimidine-2,4-diamine CC1(NC(=NC(=C1)C)NC=1C(=C(C2=C([C@H](CO2)C)C1)C=1CCCNCC1)F)N |o1:14|